FC(SC1=CC=C(C=C1)C1=CC=C(C=C1)C=CC1=C(N=NN1)C(=O)O)(F)F 5-(2-(4'-((trifluoromethyl)thio)-[1,1'-biphenyl]-4-yl)vinyl)-1H-1,2,3-triazole-4-carboxylic acid